C1(CC1)C[C@@H](B1O[C@@]2([C@H](O1)C[C@H]1C([C@@H]2C1)(C)C)C)NC([C@@H](COC)NC(=O)C1=NC=CN=C1)=O N-((R)-1-(((R)-2-cyclopropyl-1-((3aS,4S,6S,7aR)-3a,5,5-trimethylhexahydro-4,6-methanobenzo[d][1,3,2]dioxaborol-2-yl)ethyl)amino)-3-methoxy-1-oxopropan-2-yl)pyrazine-2-carboxamide